N(=C=S)CCOCCOC isothiocyanato-2-(2-methoxyethoxy)ethane